(Z)-2-(2-(1,1-dimethoxy-3-methylbutane-2-ylidene)hydrazino)-5-methylpyridine COC(\C(\C(C)C)=N/NC1=NC=C(C=C1)C)OC